CC(C(=O)OCC=C)(CCCC)C.CC(C(=O)OC)(CCCC)C allyl methyl di(methyl 2-methylcaproate)